C(C)S(=O)(=O)N1C=C(C2=CC=CC=C12)C1=NC(=NC=C1)NC=1C=C2C=NN(C2=CC1)CCN1CCOCC1 N-(4-(1-(ethylsulfonyl)-1H-indol-3-yl)pyrimidin-2-yl)-1-(2-morpholinoethyl)-1H-indazole-5-amine